(E)-N8-hydroxy-N1-(1-isopropylpyrrolidin-3-yl)-2-((naphthalen-1-yloxy)methyl)-2-octenediamide ONC(CCCC/C=C(/C(=O)NC1CN(CC1)C(C)C)\COC1=CC=CC2=CC=CC=C12)=O